C1(=CC=CC2=CC=CC=C12)C1=CC=C(C=C1)C=1C2=CC=CC=C2C(=C2C=CC=CC12)C1=CC2=CC=CC=C2C=C1 9-(4-(1-naphthyl)phenyl)-10-(2-naphthyl)anthracene